CC1=C(C(=CC=C1)C)C1=CC(=CC=C1)[C@H](CC(=O)OC)NC(C(CC(C)C)N1C(C=CC(=C1)CN(C)C)=O)=O methyl (3S)-3-(2',6'-dimethyl-[1,1'-biphenyl]-3-yl)-3-(2-(5-((dimethylamino)methyl)-2-oxopyridin-1(2H)-yl)-4-methylpentanamido)propanoate